OC1=C2C(C=C(OC2=CC(=C1)OC1OC(C(C(C1O)O)O)CO)C1=CC=C(C=C1)O)=O 5-hydroxy-2-(4-hydroxyphenyl)-7-[3,4,5-trihydroxy-6-(hydroxymethyl)oxan-2-yl]oxychromen-4-one